CN1N=CC(=C1)C=1OC2=C(N1)C=C(C=C2)B2OC(C(O2)(C)C)(C)C 2-(1-methylpyrazol-4-yl)-5-(4,4,5,5-tetramethyl-1,3,2-dioxaborolan-2-yl)-1,3-benzoxazole